1-(5-cyclopropyl-6-(2-hydroxy-4-(trifluoromethyl)phenyl)-1,2,4-triazin-3-yl)octahydro-6H-pyrrolo[2,3-c]pyridine-6-carboxylate C1(CC1)C=1N=C(N=NC1C1=C(C=C(C=C1)C(F)(F)F)O)N1CCC2C1CN(CC2)C(=O)[O-]